2,4,6-tri(4-pyridoyl)-1,3,5-triazine N1=CC=C(C=C1)C(=O)C1=NC(=NC(=N1)C(=O)C1=CC=NC=C1)C(=O)C1=CC=NC=C1